C(C)(C)(C)C1=CC=C(C=C1)C1=NN=C(C2=CC=CC=C12)NCC1=CC=C(C=C1)OC 4-(4-(tert-butyl)phenyl)-N-(4-methoxybenzyl)phthalazin-1-amine